sodium R-beta-hydroxybutyrate salt O[C@@H](CC(=O)[O-])C.[Na+]